(1S,2S)-2-fluoro-N-[2-(2-fluoro-6-methoxyphenyl)-1-methylpyrrolo[2,3-c]pyridin-5-yl]cyclopropane-1-carboxamide F[C@@H]1[C@@H](C1)C(=O)NC=1C=C2C(=CN1)N(C(=C2)C2=C(C=CC=C2OC)F)C